NC(C(C)(C)C)C(=O)O tertbutylglycine